C(C)(C)(C)OC(=O)N[C@H](C(=O)N[C@H](C(=O)OC)C[C@H]1C(NCCC1)=O)CC1CC1 methyl (2S)-2-[[(2S)-2-(tert-butoxy carbonylamino)-3-cyclopropyl 1-propanoyl]amino]-3-[(3S)-2-oxo-3-piperidyl]propanoate